C(C)N(CCN(CC)CC)CC 1,2-bis(di-ethylamino)ethane